CN1N=C(C(=C1)S(=O)(=O)NC=1SC(=C(N1)C1=C(C=CC=C1)C(C)C)C1=CC(=CC=C1)[C@@H]1C[C@@H](CC1)OC(F)(F)F)C 1,3-dimethyl-N-[4-(2-propan-2-ylphenyl)-5-[3-[(1S,3R)-3-(trifluoromethoxy)cyclopentyl]phenyl]-1,3-thiazol-2-yl]pyrazole-4-sulfonamide